C1(CC1)C1=NN(C(=C1C(F)(F)F)C(=O)NC1=CC(=NC=C1)SC)CC1CC2(C1)CC(C2)(F)F 3-cyclopropyl-1-((6,6-difluorospiro[3.3]heptan-2-yl)methyl)-N-(2-(methylthio)pyridin-4-yl)-4-(trifluoromethyl)-1H-pyrazole-5-carboxamide